2-hydroxyethyl 2-(3,5-dichlorophenyl)benzo[d]oxazole-6-carboxylate ClC=1C=C(C=C(C1)Cl)C=1OC2=C(N1)C=CC(=C2)C(=O)OCCO